(4-(5-(4-chlorophenyl)-5-(trifluoromethyl)-4,5-dihydroisoxazol-3-yl)phenyl)(3,4-dihydroquinolin-1(2H)-yl)methanone nickel-iron-manganese-lithium [Li].[Mn].[Fe].[Ni].ClC1=CC=C(C=C1)C1(CC(=NO1)C1=CC=C(C=C1)C(=O)N1CCCC2=CC=CC=C12)C(F)(F)F